di-n-butoxytitanium chloride [Cl-].C(CCC)O[Ti+2]OCCCC.[Cl-]